(4aR,8aS)-6-[3-(R or S)-[3-(Trifluoromethoxy)phenyl]pyrrolidine-1-carbonyl]-4,4a,5,7,8,8a-hexahydropyrido[4,3-b][1,4]oxazin-3-one FC(OC=1C=C(C=CC1)[C@@H]1CN(CC1)C(=O)N1C[C@@H]2[C@@H](OCC(N2)=O)CC1)(F)F |o1:9|